NC1=NC=C(C=2C1=NC(=C(N2)N[C@H]2C[C@H](CC2)O)CC)C2=CC(=C(C=C2)C2=NC(=NC=C2)C)OC (1S,3R)-3-((5-amino-3-ethyl-8-(3-methoxy-4-(2-methylpyrimidin-4-yl)phenyl)pyrido[3,4-b]pyrazin-2-yl)amino)cyclopentan-1-ol